2-(2,6-dioxopiperidin-3-yl)-5-(4-(8-((1r,3r)-3-((5-(5-methyl-5H-pyrido[4,3-b]indol-7-yl)pyridin-2-yl)oxy)cyclobutoxy)octyl)piperazin-1-yl)isoindoline-1,3-dione O=C1NC(CCC1N1C(C2=CC=C(C=C2C1=O)N1CCN(CC1)CCCCCCCCOC1CC(C1)OC1=NC=C(C=C1)C=1C=CC=2C3=C(N(C2C1)C)C=CN=C3)=O)=O